(S)-(pyridazin-3-ylcarbamoyl)-6-azaspiro[2.5]octane-6-carboxylic acid N1=NC(=CC=C1)NC(=O)[C@H]1CC12CCN(CC2)C(=O)O